3-(pyrrolidin-1-yl)-5-(1H-1,2,4-triazol-3-yl)pyridine N1(CCCC1)C=1C=NC=C(C1)C1=NNC=N1